CC1=C(OC2=C(N)C=CC(=C2)OC2=C(C=CC=C2)C)C=CC=C1 2,4-bis(2-methylphenoxy)-aniline